5-[5-(3-chloropyrazol-1-yl)-3-ethylsulfonyl-2-pyridyl]-1-(2,2,3,3,3-pentafluoropropyl)pyrazolo[3,4-c]pyridine ClC1=NN(C=C1)C=1C=C(C(=NC1)C=1C=C2C(=CN1)N(N=C2)CC(C(F)(F)F)(F)F)S(=O)(=O)CC